C12=CC(=CC=C2CC1)C=C[Si](O[Si](C)(C)C=CC=1C=C2CCC2=CC1)(C)C 1,3-bis(2-bicyclo[4.2.0]octa-1,3,5-trien-3-ylethenyl)-1,1,3,3-tetramethyldisiloxane